(Z)-4-((2-((4-amino-2-fluorobut-2-en-1-yl)sulfonyl)phenoxy)methyl)-N,N-dimethylbenzenesulfonamide hydrochloride Cl.NC\C=C(\CS(=O)(=O)C1=C(OCC2=CC=C(C=C2)S(=O)(=O)N(C)C)C=CC=C1)/F